[2-[3-Ethylsulfonyl-5-(2-pyridyloxy)-2-pyridyl]-1-methylbenzimidazol-5-yl]iminooxo(trifluoromethyl)-λ6-sulfan C(C)S(=O)(=O)C=1C(=NC=C(C1)OC1=NC=CC=C1)C1=NC2=C(N1C)C=CC(=C2)N=S(C(F)(F)F)=O